4-[(E)-2-(3,5-dihydroxy-phenyl)ethenyl]phenyl β-D-xylopyranoside O([C@H]1[C@H](O)[C@@H](O)[C@H](O)CO1)C1=CC=C(C=C1)\C=C\C1=CC(=CC(=C1)O)O